FC1=C(OC=2N=CC(=NC2)NC([C@@H](C)N2CC(N(CC2)C(=O)[C@]2(CC=3N(CC2)N=CC3)O)(C)C)=O)C=CC(=C1)F (R)-N-(5-(2,4-difluorophenoxy)pyrazin-2-yl)-2-(4-((S)-5-hydroxy-4,5,6,7-tetrahydropyrazolo[1,5-a]pyridine-5-carbonyl)-3,3-dimethylpiperazin-1-yl)propanamide